OC1=C(C(=O)OCC)C=CC(=C1)NC(CSC1=NN=NN1C)=O.[Ag+] Silver (i) Ethyl 2-hydroxy-4-(2-((1-methyl-1H-tetrazol-5-yl)thio)acetamido)benzoate